FC(C(F)(F)F)(F)OC(C(F)F)(F)F 1,1,2,2-tetrafluoroethyl 1,1,2,2,2-pentafluoroethyl ether